1-(acetylamino)-5-methoxyindole C(C)(=O)NN1C=CC2=CC(=CC=C12)OC